Benzyl (R)-(2,2-dicyclopropyl-1-(5-formylbenzo[d]oxazol-2-yl)ethyl)carbamate C1(CC1)C([C@H](C=1OC2=C(N1)C=C(C=C2)C=O)NC(OCC2=CC=CC=C2)=O)C2CC2